(S)-1-tetrahydronaphthylamine [C@@H]1(CCCC2=CC=CC=C12)N